9-hydroxynonenoic acid OCCCCCCC=CC(=O)O